N-(3-((2-((5-methyl-2-(4-methylpiperazin-1-yl)thiazol-4-yl)amino)-5-(trifluoromethyl)pyrimidin-4-yl)amino)propyl)oxetane-3-carboxamide CC1=C(N=C(S1)N1CCN(CC1)C)NC1=NC=C(C(=N1)NCCCNC(=O)C1COC1)C(F)(F)F